N1=CC=C(C=C1)C1=NN(C2=CC=C(C=C12)NC1=CC=CC=C1)COCC[Si](C)(C)C 4-[[3-(4-Pyridyl)-1-(2-trimethylsilylethoxymethyl)indazol-5-yl]amino]benzene